phenyl-terpyridine triborate B(O)(O)O.B(O)(O)O.B(O)(O)O.C1(=CC=CC=C1)C=1C(=NC=CC1)C1=NC=CC=C1C1=NC=CC=C1